CNCCC=1C(=NC=CC1)C(=O)N (2-(methylamino)ethyl)picolinamide